CC1=NC=2C=CN(C(C2C=C1C(=O)NCC1=NC=CC=C1)=O)CC=1OC(=CN1)C 2-methyl-6-((5-methyloxazol-2-yl)methyl)-5-oxo-N-(pyridin-2-ylmethyl)-5,6-dihydro-1,6-naphthyridine-3-carboxamide